FCC1N(CCC(C1COC1=CC=C2CNC(C2=C1)=O)C1=CC=C(C=C1)OC)CCC1=CC=CC=C1 (+/-)-6-{[(trans)-2-(fluoromethyl)-4-(4-methoxyphenyl)-1-(2-phenylethyl)piperidin-3-yl]methoxy}-2,3-dihydro-1H-isoindol-1-one